4-(3-phenylthieno[3,2-b]pyridin-5-yl)isoxazole C1(=CC=CC=C1)C1=CSC=2C1=NC(=CC2)C=2C=NOC2